tert-butyl 2-(5-(2-chloro-6-cyano-4-(1-(4-hydroxyphenyl)-1-methyl-ethyl)phenoxy)pentoxy)acetate ClC1=C(OCCCCCOCC(=O)OC(C)(C)C)C(=CC(=C1)C(C)(C)C1=CC=C(C=C1)O)C#N